NC=1C(=NC(=CC1)Cl)C(NNC)=N 3-amino-6-chloro-N'-methylpicolinimidohydrazide